COC=1C(=NC=CC1C1=NN(C=N1)C)NC1=C(N=NC(=C1)NC1=NC=C(C=C1)N1C(CCC1)=O)C(=O)NC([2H])([2H])[2H] 4-{[3-methoxy-4-(1-methyl-1H-1,2,4-triazol-3-yl)pyridin-2-yl]amino}-N-(2H3)methyl-6-{[5-(2-oxopyrrolidin-1-yl)pyridin-2-yl]amino}pyridazine-3-carboxamide